tert-butyl 4-[[6-[8-ethyl-7-fluoro-3-(methoxymethyloxy)-1-naphthyl]-2-methylsulfonyl-5-oxo-7H-pyrrolo[3,4-d]pyrimidin-4-yl]-methyl-amino]piperidine-1-carboxylate C(C)C=1C(=CC=C2C=C(C=C(C12)N1CC=2N=C(N=C(C2C1=O)N(C1CCN(CC1)C(=O)OC(C)(C)C)C)S(=O)(=O)C)OCOC)F